COC1=CC(=C2C=CC=NC2=C1)NC(CCCNC(OC1CC2(CCC1)OOC1(OO2)C2CC3CC(CC1C3)C2)=O)C dispiro[adamantane-2,3'-[1,2,4,5]tetraoxane-6',1''-cyclohexan]-3''-yl (4-((7-methoxyquinolin-5-yl)amino)pentyl)carbamate